N-(3,4-dichlorophenyl)-7-(pyrimidin-5-yl)-8-oxatricyclo[3.2.1.02,4]octane-6-carboxamide ClC=1C=C(C=CC1Cl)NC(=O)C1C2C3CC3C(C1C=1C=NC=NC1)O2